C1(CC1)CNC(CN1C(CCCC1)C=O)=O N-(CYCLOPROPYLMETHYL)-2-(2-FORMYLPIPERIDIN-1-YL)ACETAMIDE